6-aminobenzo[d]thiazole-2-carbonitrile NC1=CC2=C(N=C(S2)C#N)C=C1